[Si](C)(C)(C(C)(C)C)O[C@H](COC1=NC=C(C=C1Cl)[N+](=O)[O-])C (S)-2-(2-((tert-Butyldimethylsilyl)oxy)propoxy)-3-chloro-5-nitropyridine